N(=[N+]=[N-])[C@@H]1C[C@](C[C@@H]1F)(C(=O)O)CC1=CC(=CC=C1)C1=NC=C(C=N1)Br.C12(CC3CC(CC(C1)C3)C2)CC(=O)O |o1:3,5,7| 1-adamantaneacetic acid (1R*,3R*,4S*)-3-azido-1-(3-(5-bromopyrimidin-2-yl)benzyl)-4-fluorocyclopentane-1-carboxylate